C([C@]1(C)C(C)(C)[C@H](C(=O)O)CC1)(=O)O (1S,3R)-(+)-camphoric acid